N-(3-hydroxy-4-methoxybenzyl)-tert-butylamine OC=1C=C(CNC(C)(C)C)C=CC1OC